2-[4-[2-[4-[4-[(2,6-dioxopiperidin-3-yl)amino]-2-fluorophenyl]piperidin-1-yl]acetyl]piperazin-1-yl]pyrimidin O=C1NC(CCC1NC1=CC(=C(C=C1)C1CCN(CC1)CC(=O)N1CCN(CC1)C1=NC=CC=N1)F)=O